FC(C=1C=C(C(=C(C#N)C1)C)OC1=C(N=CNC1=O)C(F)(F)F)F 5-(difluoromethyl)-2-methyl-3-((6-oxo-4-(trifluoromethyl)-1,6-dihydropyrimidin-5-yl)oxy)benzonitrile